2,7-Dichloro-8-fluoro-4-((1R,7S,8R)-8-fluoro-2-azabicyclo[5.1.0]oct-5-en-2-yl)pyrido[4,3-d]pyrimidine ClC=1N=C(C2=C(N1)C(=C(N=C2)Cl)F)N2[C@H]1[C@@H]([C@H]1C=CCC2)F